2-((2S,4S)-1-acryloyl-4-(4-(((S)-1-(dimethylamino)propan-2-yl)oxy)-7-(2,3-dimethylphenyl)-6-fluoro-8-methyl-1H-[1,2,3]triazolo[4,5-c]quinolin-1-yl)piperidin-2-yl)acetonitrile C(C=C)(=O)N1[C@@H](C[C@H](CC1)N1N=NC=2C(=NC=3C(=C(C(=CC3C21)C)C2=C(C(=CC=C2)C)C)F)O[C@H](CN(C)C)C)CC#N